(Z)-1-(4-amino-2-fluoro-but-2-en-1-yl)-4-(3-(N-isopropylsulfamoyl)-4-methoxyphenyl)-1H-benzo[d]imidazole-6-carboxylic acid methyl ester hydrochloride Cl.COC(=O)C=1C=C(C2=C(N(C=N2)C/C(=C/CN)/F)C1)C1=CC(=C(C=C1)OC)S(NC(C)C)(=O)=O